3-((5-chloro-2-((2-(difluoromethoxy)-4-(4-((3R,5R)-3,4,5-trimethylpiperazin-1-yl)piperidin-1-yl)phenyl)amino)pyrimidin-4-yl)amino)thiophene-2-carboxamide ClC=1C(=NC(=NC1)NC1=C(C=C(C=C1)N1CCC(CC1)N1C[C@H](N([C@@H](C1)C)C)C)OC(F)F)NC1=C(SC=C1)C(=O)N